2-(2-{2-azabicyclo[2.2.2]octan-2-yl}-2-oxoethyl)-6-{5-chloro-2-[(oxan-4-yl)amino]pyrimidin-4-yl}-2,3-dihydro-1H-isoindol-1-one C12N(CC(CC1)CC2)C(CN2C(C1=CC(=CC=C1C2)C2=NC(=NC=C2Cl)NC2CCOCC2)=O)=O